S1C(=CC=C1)C=1N=C2N(C=CC=C2)C1C=O 2-(2-thienyl)imidazo[1,2-a]pyridine-3-aldehyde